(5S)-5-ethyl-3-[6-(3-methoxy-4-methyl-phenoxy)-2-pyridyl]-5-methylimidazolidine-2,4-dione C(C)[C@]1(C(N(C(N1)=O)C1=NC(=CC=C1)OC1=CC(=C(C=C1)C)OC)=O)C